(5-bromo-4-((2-(1,1-difluoroethyl)-6-methylpyrimidin-4-yl)amino)pyridin-2-yl)acetamide BrC=1C(=CC(=NC1)CC(=O)N)NC1=NC(=NC(=C1)C)C(C)(F)F